2-{4-[3-((E)-3,7-Dimethylocta-2,6-dienylamino)-prop-1-ynyl]-phenyl}-3-(3-hydroxyphenyl)-4-methyl-2H-chromen-6-ol C\C(=C/CNCC#CC1=CC=C(C=C1)C1OC2=CC=C(C=C2C(=C1C1=CC(=CC=C1)O)C)O)\CCC=C(C)C